N(N)C1=NC2=CC(=CC=C2C(=N1)N(C1=CC=CC=C1)C)C(F)(F)F 2-hydrazinyl-N-methyl-N-Phenyl-7-(trifluoromethyl)quinazolin-4-amine